2,2'-oxydiethylamine C(COCCN)N